6-N-acetyl-5'-O-(4,4'-dimethoxytrityl)-2'-O-[2-(N-methylcarbamoyl)ethyl]adenosine C(C)(=O)NC=1C=2N=CN([C@H]3[C@H](OCCC(NC)=O)[C@H](O)[C@@H](COC(C4=CC=C(C=C4)OC)(C4=CC=C(C=C4)OC)C4=CC=CC=C4)O3)C2N=CN1